1-(1'-(Azetidin-3-yl)-[1,4'-bipiperidin]-4-yl)-3-(4-phenoxyphenyl)-1H-pyrazolo[3,4-d]Pyrimidine-4-amine trifluoroacetate FC(C(=O)O)(F)F.N1CC(C1)N1CCC(CC1)N1CCC(CC1)N1N=C(C=2C1=NC=NC2N)C2=CC=C(C=C2)OC2=CC=CC=C2